ClC1=NC(=NC2=CC(=CC=C12)C1CCN(CC1)C(F)(F)F)NC=1C=NN(C1Cl)C1(CC1)C chloro-N-(5-chloro-1-(1-methylcyclopropyl)-1H-pyrazol-4-yl)-7-(1-(trifluoromethyl)piperidin-4-yl)quinazolin-2-amine